C12C(C3CC(CC(C1)C3)C2)NCCNS(=O)(=O)CC N-(adamantan-2-yl)-N'-ethylsulfonyl-ethane-1,2-diamine